(R)-(2,3-dihydrofuran-2-yl)methylamine O1[C@H](CC=C1)CN